4-(1-cyanoethyl)-N-[4-(3-cyanophenyl)-5-(4-methyl-quinazolin-6-yl)thiazol-2-yl]piperazine-1-carboxamide C(#N)C(C)N1CCN(CC1)C(=O)NC=1SC(=C(N1)C1=CC(=CC=C1)C#N)C=1C=C2C(=NC=NC2=CC1)C